N-(9-((2R,6S)-6-(hydroxymethyl)-4-tritylmorpholin-2-yl)-6-((4-methylbenzyl)oxy)-9H-purin-2-yl)isobutyramide OC[C@H]1O[C@H](CN(C1)C(C1=CC=CC=C1)(C1=CC=CC=C1)C1=CC=CC=C1)N1C2=NC(=NC(=C2N=C1)OCC1=CC=C(C=C1)C)NC(C(C)C)=O